ClC1=CN(C2=NC=CC(=C21)OC2=C(C=C(C=C2F)NC(=S)NCCCO)F)COCC[Si](C)(C)C N-{4-[(3-chloro-1-{[2-(trimethylsilyl)ethoxy]methyl}-1H-pyrrolo[2,3-b]pyridin-4-yl)oxy]-3,5-difluorophenyl}-N'-(3-hydroxypropyl)thiourea